N-(2-((1H-pyrrolo[2,3-c]pyridin-5-yl)amino)ethyl)methanesulfonamide N1C=CC=2C1=CN=C(C2)NCCNS(=O)(=O)C